5-bromo-N-[(1s,4s)-4-{[6-chloro-2-(trifluoromethyl)quinolin-4-yl]amino}cyclohexyl]-1H-indole-7-carboxamide BrC=1C=C2C=CNC2=C(C1)C(=O)NC1CCC(CC1)NC1=CC(=NC2=CC=C(C=C12)Cl)C(F)(F)F